BrC=1C=C(C=CC1)C(C#N)(C)C 2-(3-Bromophenyl)-2-methylpropanenitrile